(S)-2-bromobutanoic acid Br[C@H](C(=O)O)CC